(2S,6S)-4-(5-(2,6-difluorophenyl)-3,7-dimethyl-1,6-dihydropyrazolo[4,3-d]pyrido[4,3-f][1,3]diazepin-9-yl)-2,6-dimethylmorpholine FC1=C(C(=CC=C1)F)C=1NC2=C(C3=C(N1)C(=NN3)C)C=C(N=C2C)N2C[C@@H](O[C@H](C2)C)C